The molecule is a member of the class of acetamides obtained by formal condensation of acetic acid with the amino group of (S)-(1-aminoethyl)phosphonic acid. It is a member of acetamides and a member of phosphonic acids. It derives from a (S)-(1-aminoethyl)phosphonic acid. It is a conjugate acid of a [(S)-1-acetamidoethyl]phosphonate(1-). C[C@@H](NC(=O)C)P(=O)(O)O